CC1(OB(OC1(C)C)C1=CC=C(C=C1)N1CCCCC1)C 1-(4-(4,4,5,5-tetramethyl-1,3,2-dioxaborolan-2-yl)phenyl)piperidine